OXASPIRO[4.5]DECAN O1CCCC12CCCCC2